Methyl-({5-(6-fluoropyridin-3-yl)-4-iodo-1-[3-(methylsulfinyl)pyridin-2-yl]-1H-pyrazol-3-yl}oxy)(methoxy)acetate COC(C(OC)OC1=NN(C(=C1I)C=1C=NC(=CC1)F)C1=NC=CC=C1S(=O)C)=O